C1(=CC=CC=C1)N(C1=CC=C(C=C1)[Mg]Br)C1=CC=CC=C1 (4-(diphenylamino)phenyl)magnesium bromide